benzyl N-methyl-N-[(E)-3-(4,4,5,5-tetramethyl-1,3,2-dioxaborolan-2-yl)allyl]carbamate CN(C(OCC1=CC=CC=C1)=O)C\C=C\B1OC(C(O1)(C)C)(C)C